COC1=CC=C2C=NN(C2=C1NS(=O)(=O)C=1C=NN(C1)C1=NC=CC(=C1)[C@H](C)N1CCCCC1)C N-(6-methoxy-1-methylindazol-7-yl)-1-{4-[(1S)-1-(piperidin-1-yl)ethyl]pyridin-2-yl}pyrazole-4-sulfonamide